7-(3-(N-(2,4,6-trimethylbenzyl)sulfamoyl)phenyl)heptanoic acid CC1=C(CNS(=O)(=O)C=2C=C(C=CC2)CCCCCCC(=O)O)C(=CC(=C1)C)C